4-amino-4-deoxy-N-acetylneuraminic acid N[C@H]1CC(C(O)=O)(O)O[C@H]([C@@H]1NC(C)=O)[C@H](O)[C@H](O)CO